tetrahydropyran-3-carbonyl chloride O1CC(CCC1)C(=O)Cl